ClC1=CC=C(C=C1)N1C(=NN=C1[C@@H]1CC[C@H](CC1)OC1=NC=CC=C1)CC1=CC=NO1 trans-5-[[4-(4-Chlorophenyl)-5-(4-pyridin-2-yloxycyclohexyl)-1,2,4-triazol-3-yl]methyl]-1,2-oxazol